3-(5-(4-((1,1-dioxidothiomorpholino)methyl)-1-methyl-1H-pyrrolo[2,3-b]pyridin-6-yl)-1-oxoisoindolin-2-yl)piperidine-2,6-dione O=S1(CCN(CC1)CC1=C2C(=NC(=C1)C=1C=C3CN(C(C3=CC1)=O)C1C(NC(CC1)=O)=O)N(C=C2)C)=O